N-(3-chloro-5-(methylsulfonamido)phenyl)-1-(5-fluoro-3-((3-fluoro-5-(trifluoromethyl)benzyl)oxy)pyridin-2-yl)-5-methyl-1H-pyrrole-3-carboxamide ClC=1C=C(C=C(C1)NS(=O)(=O)C)NC(=O)C1=CN(C(=C1)C)C1=NC=C(C=C1OCC1=CC(=CC(=C1)C(F)(F)F)F)F